N-(2,4-difluorobenzyl)-2,2-dimethylbutanamide FC1=C(CNC(C(CC)(C)C)=O)C=CC(=C1)F